FC(C=1C=C(C=C(C1)C(F)(F)F)CN1N=NC(=C1C1=CC=NC=C1)N1CC(=CC=C1)C(C1=C(C=CC=C1)Cl)=O)(F)F 1-{([3,5-bis(trifluoromethyl)phenyl]methyl)-5-(pyridin-4-yl)-1H-1,2,3-triazol-4-yl}-3-(2-chlorobenzoyl)pyridine